C(C)C(CN(C1=CC=CC=C1)C1=CC=CC=C1)CCCC N-(2-ethylhexyl)diphenylamine